17-((3-ethylnonyl)oxy)-9,17-dioxo-heptadecanoic acid C(C)C(CCOC(CCCCCCCC(CCCCCCCC(=O)O)=O)=O)CCCCCC